CC(C)(C)S/N=C/C1=CN=CS1 (R)-2-methyl-N-[(E)-1,3-thiazol-5-ylmethylene]-2-propanesulfenamide